BrC=1C=C(C=CC1NCC1=CC=C(C=C1)C(F)(F)F)S(=O)(=O)N(C)C 3-Bromo-N,N-dimethyl-4-[[4-(trifluoromethyl)phenyl]methylamino]benzenesulfonamide